Methyl-5-vinylpyridazin-3(2H)-one CN1N=CC(=CC1=O)C=C